4-(4-methoxybenzoyl)benzoic acid COC1=CC=C(C(=O)C2=CC=C(C(=O)O)C=C2)C=C1